4-((1-Hydroxybicyclo[3.1.0]hexan-2-yl)amino)-2-(methylthio)pyrimidine-5-carbaldehyde OC12C(CCC2C1)NC1=NC(=NC=C1C=O)SC